OC(CNC(N)=O)O N'-di-hydroxyethyl-urea